3-fluoro-4H,5H,6H,7H-pyrazolo[1,5-a]pyridin-4-ol FC=1C=NN2C1C(CCC2)O